F[C@@H]1[C@H](CN(CC1)C(=O)OCC1=CC=CC=C1)NC=1C2=C(N=CN1)N(C=C2)C(C2=CC=CC=C2)(C2=CC=CC=C2)C2=CC=CC=C2 (3S,4S)-benzyl 4-fluoro-3-((7-trityl-7H-pyrrolo[2,3-d]pyrimidin-4-yl)amino)piperidine-1-carboxylate